2-methoxy-5-[2-(2-methoxyphenyl)ethyl]phenol COC1=C(C=C(C=C1)CCC1=C(C=CC=C1)OC)O